COCC=1C(NC(NC1)=O)=O 5-(methoxy-methyl)uracil